(2S)-1-(5-fluoro-2-methyl-phenyl)-2-methyl-piperazine FC=1C=CC(=C(C1)N1[C@H](CNCC1)C)C